4-(methylamino)-2-oxo-1-phenyl-7-(trifluoromethyl)-1,2-dihydro-1,8-naphthyridine-3-carbaldehyde CNC1=C(C(N(C2=NC(=CC=C12)C(F)(F)F)C1=CC=CC=C1)=O)C=O